C1(CC1)C[C@H](C(=O)N[C@@H](C)C1=C(C=C(C=C1)F)F)N1C(NC2=CC=CC=C2C1=O)=O (R)-3-cyclopropyl-N-((S)-1-(2,4-difluorophenyl)ethyl)-2-(2,4-dioxo-1,4-dihydroquinazolin-3(2H)-yl)propanamide